FC=1C=C(C#N)C=C(C1)OCC(=O)N1CCC2(CC1)CCC(CC2)N(C=2C1=C(N=CN2)NC=C1)C 3-Fluoro-5-(2-(9-(methyl(7H-pyrrolo[2,3-d]pyrimidin-4-yl)amino)-3-azaspiro[5.5]undecan-3-yl)-2-oxoethoxy)benzonitril